benzyl (R)-3-(((3-(methoxycarbonyl)bicyclo[1.1.1]pentane-1-yl)amino)methyl)piperazine-1-carboxylate COC(=O)C12CC(C1)(C2)NC[C@@H]2CN(CCN2)C(=O)OCC2=CC=CC=C2